5-(3-hydroxy-3-methylpyrrolidin-1-yl)-2-methoxypyridine OC1(CN(CC1)C=1C=CC(=NC1)OC)C